2-amino-3-(1H-indazol-3-yl)propanoic acid hydrochloride Cl.NC(C(=O)O)CC1=NNC2=CC=CC=C12